BrCC(=O)C1=CC(=C(C(=O)OC)C=C1)C Methyl 4-(2-bromoacetyl)-2-methylbenzoate